BrC1=C(C=2N(C=C1)N=CC2[N+](=O)[O-])OC 5-Bromo-4-methoxy-3-nitro-pyrazolo[1,5-a]pyridine